C(CCCCCCCCCCCCCCCCC)(=O)NCCCC[C@H](NC(C1=CC=C(C=C1)S(N)(=O)=O)=O)C(=O)O N6-Stearoyl-N2-(4-Sulfamoylbenzoyl)-L-Lysine